N-(6-aminohexyl)-2-(2,6-di-tert-butyl-4-(5-(4-methylpiperazin-1-yl)-1H,1'H-2,5'-bibenzo[d]imidazol-2'-yl)phenoxy)acetamide NCCCCCCNC(COC1=C(C=C(C=C1C(C)(C)C)C1=NC2=C(N1)C=CC(=C2)C2=NC1=C(N2)C=CC(=C1)N1CCN(CC1)C)C(C)(C)C)=O